OC1=CC=C(C=C1)C(C(=O)N(C)C)C1=CC=C(C=C1)O 2,2-bis(4-hydroxy-phenyl)-N,N-dimethylacetamide